3-(13-(ethylamino)-13-oxotridecanamido)propanoic acid C(C)NC(CCCCCCCCCCCC(=O)NCCC(=O)O)=O